N-(5-bromo-4-((2-(1,1-difluoroethyl)-6-ethylpyrimidin-4-yl)amino)pyridin-2-yl)acetamide BrC=1C(=CC(=NC1)NC(C)=O)NC1=NC(=NC(=C1)CC)C(C)(F)F